C(CCC)[Sn](C=1C=NC=CC1F)(CCCC)CCCC tributyl-(4-fluoro-3-pyridinyl)stannane